(1r,3r)-1-amino-3-methoxycyclobutane-1-carboxylic acid COC1CC(C1)(C(=O)O)N